FC1=C2C(=NN(C2=CC(=C1)F)COCC[Si](C)(C)C)CCN(C)CC 2-(4,6-difluoro-1-((2-(trimethylsilyl)ethoxy)methyl)-1H-indazol-3-yl)-N-ethyl-N-methylethan-1-amine